5-(5-chloropyrazol-1-yl)-1,3,4-thiadiazol-2-amine ClC1=CC=NN1C1=NN=C(S1)N